C(C)(C)N1N=C2C=CC(=CC2=C1)B1OC(C(O1)(C)C)(C)C 2-(2-isopropyl-2H-indazol-5-yl)-4,4,5,5-tetramethyl-1,3,2-dioxaborolane